C(C1=CC=CC=C1)OC1=C(C=C2C(=NC=NC2=C1)OC1=CC(=C(C=C1)NC(=O)NC1=CC=NC=C1)Cl)OC 1-(4-((7-(benzyloxy)-6-methoxyquinazolin-4-yl)oxy)-2-chlorophenyl)-3-(pyridin-4-yl)Urea